[3-[2-[[(3S)-3-piperidyl]amino]-5-(trifluoromethyl)pyrimidin-4-yl]-1H-indol-6-yl]-Pyrrolidin-1-yl-methanon N1C[C@H](CCC1)NC1=NC=C(C(=N1)C1=CNC2=CC(=CC=C12)C(=O)N1CCCC1)C(F)(F)F